(S)-2-(5-fluoro-6-(3-fluoropyrrolidin-1-yl)pyridin-3-yl)-5-(pyridin-3-yl)-4,5-dihydro-6H-imidazo[1,5-b]pyrazol-6-one hydrochloride Cl.FC=1C=C(C=NC1N1C[C@H](CC1)F)C=1C=C2N(N1)C(N(C2)C=2C=NC=CC2)=O